4-(2,2-difluoroethoxy)-N-(1-(4-fluorocyclohexyl)-2-((4-((S)-2-methoxy-1-((S)-2-oxo-4-(trifluoromethyl)imidazolidin-1-yl)ethyl)pyridin-2-yl)amino)-2-oxoethyl)isoxazole-3-carboxamide FC(COC=1C(=NOC1)C(=O)NC(C(=O)NC1=NC=CC(=C1)[C@@H](COC)N1C(N[C@@H](C1)C(F)(F)F)=O)C1CCC(CC1)F)F